N-(4-Amino-2-chlorophenyl)-2-(5-chloro-2-hydroxyphenyl)acetamide NC1=CC(=C(C=C1)NC(CC1=C(C=CC(=C1)Cl)O)=O)Cl